C(C)(C)(C)C1=NC(=NO1)C(=O)N[C@H](C)C1=C(C=C(C(=C1)F)C1=CC(=NC=C1)NC(=O)C1CC1)C (R)-5-(tert-butyl)-N-(1-(4-(2-(cyclopropanecarboxamido)pyridin-4-yl)-5-fluoro-2-methylphenyl)ethyl)-1,2,4-oxadiazole-3-carboxamide